tert-butyl 3-(((3-(ethoxycarbonyl)-2-methylbenzofuran-5-yl) oxy)methyl)pyrrolidine-1-carboxylate C(C)OC(=O)C1=C(OC2=C1C=C(C=C2)OCC2CN(CC2)C(=O)OC(C)(C)C)C